5-(8-cyclopropyl-2-(pyridin-4-yl)imidazo[1,2-b]pyridazin-6-yl)pyrimidine-2,4(1H,3H)-dione C1(CC1)C=1C=2N(N=C(C1)C=1C(NC(NC1)=O)=O)C=C(N2)C2=CC=NC=C2